ClC1=CC2=C(C=N1)CN(C2)C2=C(C(N(N=C2)COCC[Si](C)(C)C)=O)C(F)(F)F 5-[6-chloro-1H,2H,3H-pyrrolo[3,4-c]pyridin-2-yl]-4-(trifluoromethyl)-2-[[2-(trimethylsilyl)ethoxy]methyl]-2,3-dihydropyridazin-3-one